ClC1=CC(=C2C[C@@H]([C@H](C2=C1)OC1=C(C=CC=C1)C)N(C)C)C 4-[[(1S,2S)-6-Chloro-2-(dimethylamino)-4-methyl-2,3-dihydro-1H-inden-1-yl]oxy]-3-methylbenzene